2-(4-bromo-2-fluorophenyl)-7-cyclopropyl-5-[(4R)-4-methyl-4,5,6,7-tetrahydro-thieno[3,2-c]Pyridine-5-carbonyl]Pyrazolo[1,5-a]Pyrimidine BrC1=CC(=C(C=C1)C1=NN2C(N=C(C=C2C2CC2)C(=O)N2[C@@H](C3=C(CC2)SC=C3)C)=C1)F